(7-furan-2-yl-4-methoxy-thiazolo[4,5-c]pyridin-2-yl)-amid O1C(=CC=C1)C=1C2=C(C(=NC1)OC)N=C(S2)[NH-]